ClC1=C(C=CC=C1Cl)NS(=O)(=O)C1=CC=C(C=C1)NC(NCC=1C=NC=CC1)=O 3-{4-[(2,3-dichlorophenyl)sulfamoyl]phenyl}-1-(pyridin-3-ylmethyl)urea